4-((4,4-difluorocyclohexyl)(methyl)amino)butanal FC1(CCC(CC1)N(CCCC=O)C)F